N-Boc-2,5-pyrrolidinedimethanol C(=O)(OC(C)(C)C)N1C(CCC1CO)CO